5-oxotetrahydrofuran-3-sulfonyl fluoride O=C1CC(CO1)S(=O)(=O)F